NCC(C1=CC(=CC=C1)Cl)NC(=O)C=1N=CN(C1)C1=NC(=NC=C1C)NC1=CC=C(C=C1)OC1=CC=CC=C1 N-(2-amino-1-(3-chloro-phenyl)ethyl)-1-(5-methyl-2-((4-phenoxy-phenyl)amino)pyrimidin-4-yl)-1H-imidazole-4-carboxamide